(6S)-2,2,4,6-tetrakis(aziridin-1-yl)-4,6-di(piperidin-1-yl)-1,3,5-triaza-2λ5,4λ5,6λ5-triphosphacyclohexa-1,3,5-triene N1(CC1)P1(=N[P@@](=NP(=N1)(N1CCCCC1)N1CC1)(N1CCCCC1)N1CC1)N1CC1